C(C)OC(=O)C1=CN2C(S1)=C(C(=N2)C)Br 7-bromo-6-methylpyrazolo[5,1-b]thiazole-2-carboxylic acid ethyl ester